ClC1=CC(=C(COC2=NC=CC=C2C2CCN(CC2)CC2=NC3=C(N2C)C=CC=C3OC(F)F)C=C1)F 2-((4-(2-((4-Chloro-2-fluorobenzyl)oxy)pyridin-3-yl)piperidin-1-yl)methyl)-4-(difluoromethoxy)-1-methyl-1H-benzo[d]imidazole